FC1=C(C=C(C=C1)C(NCCN1CCCCC1)=O)NC(=O)C=1C=C2C(=NC1)NC(=C2)C=2C=NN(C2)C N-(2-fluoro-5-((2-(piperidin-1-yl)ethyl)carbamoyl)phenyl)-2-(1-methyl-1H-pyrazol-4-yl)-1H-pyrrolo[2,3-b]pyridine-5-carboxamide